C(C)(C)(C)OC(=O)NCCCOCCCCCOC1=CC=C(C(=O)OC)C=C1 methyl 4-{[5-(3-{[(tert-butoxy)carbonyl]amino}propoxy)pentyl]oxy}benzoate